tert-Butyl (trans-4-(1-isobutyl-2,3,4,9-tetrahydro-1H-pyrido[3,4-b]indole-2-carbonyl)cyclohexyl)methyl(methyl)carbamate C(C(C)C)C1N(CCC2=C1NC1=CC=CC=C21)C(=O)[C@@H]2CC[C@H](CC2)CN(C(OC(C)(C)C)=O)C